5-(imidazo[1,2-a]pyridin-7-yl)benzo[d][1,3]dioxol-4-amine N=1C=CN2C1C=C(C=C2)C2=C(C1=C(OCO1)C=C2)N